3-cyclopentyl-3,4-dihydroacridine-1,9(2H,10H)-dione C1(CCCC1)C1CC(C=2C(C3=CC=CC=C3NC2C1)=O)=O